NC1=NN(C(=C1)[C@@H]1C[C@@H](CC1)N(C([O-])=O)C1(CC1)C)S(=O)(=O)C1=CC=C(C)C=C1 (1R,3S)-3-(3-amino-1-tosyl-1H-pyrazol-5-yl)cyclopentyl(1-methylcyclopropyl)carbamate